C1(=CC=CC=C1)CC#C 1-phenyl-2-propyn